C(C)OC(=O)[C@@H]1N([C@@H](CC1)C(=O)OCC)CC1=CC=CC=C1 cis-1-benzyl-pyrrolidine-2,5-dicarboxylic acid diethyl ester